CC1=C(C(=CC=C1)C)NC(CN(CC1=NC2=CC=CC=C2C(N1)=O)C)=O N-(2,6-dimethylphenyl)-2-(methyl((4-oxo-3,4-dihydroquinazolin-2-yl)methyl)amino)acetamide